3,6-Dimethyl-2-phenyl-8-[(1R)-1-[2-(4,4,5,5-tetramethyl-1,3,2-dioxaborolan-2-yl)anilino]ethyl]chromen-4-one CC1=C(OC2=C(C=C(C=C2C1=O)C)[C@@H](C)NC1=C(C=CC=C1)B1OC(C(O1)(C)C)(C)C)C1=CC=CC=C1